OC=1C2=C(N=CN1)C=CC(=N2)N2CC(C2)NC(OC(C)(C)C)=O tert-butyl N-[1-(4-hydroxypyrido[3,2-d]pyrimidin-6-yl)azetidin-3-yl]carbamate